benzyl 2-(trifluoromethyl)spiro[3.3]heptane-2-carboxylate FC(C1(CC2(C1)CCC2)C(=O)OCC2=CC=CC=C2)(F)F